2-((6-(difluoromethyl)-2-ethylpyridin-3-yl)sulfonyl)-6-(2-oxaspiro[3.3]heptan-6-yl)-2,6-diazaspiro[3.3]heptane FC(C1=CC=C(C(=N1)CC)S(=O)(=O)N1CC2(C1)CN(C2)C2CC1(COC1)C2)F